CC1=CC=C(C=C1)S(=O)(=O)NN=CC1=CC=CC=C1 benzaldehyde p-toluenesulfonyl hydrazone